(2,6-dihydroxy-5'-methyl-4-pentyl-2'-(prop-1-en-2-yl)-1',2',3',4'-tetrahydro-[1,1'-biphenyl]-3-yl)(pyrrolidin-1-yl)methanone OC1=C(C(=CC(=C1C(=O)N1CCCC1)CCCCC)O)C1C(CCC(=C1)C)C(=C)C